COC(=O)C=1C=NC2=C(C=C(C(=C2C1)F)F)O 5,6-difluoro-8-hydroxyquinoline-3-carboxylic acid methyl ester